calcium hydroxyethylidene bisphosphonate P(OC(CO)OP([O-])=O)([O-])=O.[Ca+2]